C1=CC=C(C=C1)C2=NN([N+](=N2)C3=CC=C(C=C3)[N+](=O)[O-])C4=CC=C(C=C4)I.[Cl-] 2-(4-iodophenyl)-3-(4-nitrophenyl)-5-phenyltetrazolium chloride